methyl (R)-3-((1-(2-(bicyclo[1.1.1]pentan-1-yl)-3,6-dimethyl-4-oxo-3,4-dihydroquinazolin-8-yl)ethyl)amino)-6-chloropicolinate C12(CC(C1)C2)C2=NC1=C(C=C(C=C1C(N2C)=O)C)[C@@H](C)NC=2C(=NC(=CC2)Cl)C(=O)OC